OCC1N2CCC(C1=O)CC2 hydroxymethyl-3-quinuclidinone